C(C1=CC=CC=C1)N1C[C@@H]([C@H](CC1)C=1C(=NC=CC1C)C1(COC1)OC)C 3-((3R,4S,4R)-1-benzyl-3-methylpiperidin-4-yl)-2-(3-methoxyoxetan-3-yl)-4-methylpyridine